dicyclohexylphosphino-2,6-dimethoxy-1,1'-biphenyl-3-sulfonic acid sodium hydrate O.[Na].C1(CCCCC1)P(C1CCCCC1)C1=C(C(=C(C(=C1)OC)C1=CC=CC=C1)OC)S(=O)(=O)O